1-methyldiethoxysilyl-2-(diethylamino)(methyldiethoxysilylpropylamino)methylsilylethylene C[Si](C(=CN(CC)CC)[SiH2]CNCCC[Si](OCC)(OCC)C)(OCC)OCC